formyl-3-methoxybenzonitrile C(=O)C1=C(C#N)C=CC=C1OC